ClC=1C(=C(C=CC1OC[C@@H]1COCC1)NC1=NC=NC2=CC=C(C=C12)N1CC2(CCN2C(=O)OC(C)(C)C)C1)F tert-Butyl (S)-6-(4-((3-chloro-2-fluoro-4-((tetrahydrofuran-3-yl)methoxy)phenyl)amino)quinazolin-6-yl)-1,6-diazaspiro[3.3]heptane-1-carboxylate